COS(=O)(=O)O.CN(C)CCOC(C(=C)C)=O.COC1=C(C=CC=C1)S(=O)(=O)NC1=NOC2=C1C(=C1CCC(C1=C2)N2N=CC=C2)OC 2-methoxy-N-(4-methoxy-7-(1H-pyrazol-1-yl)-6,7-dihydro-5H-indeno[5,6-d]isoxazol-3-yl)benzenesulfonamide dimethylaminoethyl-methacrylate methyl-sulfate salt